9-methyl-10-phenylacridine CC1C2=CC=CC=C2N(C=2C=CC=CC12)C1=CC=CC=C1